C(C)(=O)NC1=C(C(=O)NC=2SC(=C(N2)C)C)C=CC(=C1)Cl 2-acetamido-4-chloro-N-(4,5-dimethylthiazol-2-yl)benzamide